NC1=NC(=C2N=CN(C2=N1)[C@H]1[C@]([C@@H]([C@H](O1)CO[Si](C1=CC=CC=C1)(C1=CC=CC=C1)C(C)(C)C)O)(C=C)F)NC (2R,3R,4R,5R)-5-(2-amino-6-(methylamino)-9H-purin-9-yl)-2-(((tert-butyldiphenylsilyl)oxy)methyl)-4-fluoro-4-vinyltetrahydrofuran-3-ol